triethoxy(4-isocyanatobutyl)silane C(C)O[Si](CCCCN=C=O)(OCC)OCC